Butylamide trihydrochloride Cl.Cl.Cl.C(CCC)[NH-]